O[C@H]1[C@@H](O)[C@H](O)[C@@H](O)[C@@H](O1)CO α-L-glucopyranose